ICCC1CCN(CC1)C(=O)OC(C)(C)C Tert-butyl 4-(2-iodoethyl)piperidine-1-carboxylate